N'-((4-cyano-2,6-diisopropylphenyl)carbamoyl)-3-fluoro-5-(2-hydroxypropan-2-yl)thiophene-2-sulfonimidamide C(#N)C1=CC(=C(C(=C1)C(C)C)NC(=O)N=S(=O)(N)C=1SC(=CC1F)C(C)(C)O)C(C)C